N-[(5R)-1-amino-5H,6H,7H-cyclopenta[c]pyridin-5-yl]-1-[(6-{6,6-difluoro-3-azabicyclo[3.1.0]hex-3-yl}-2-methylpyridin-3-yl)methyl]-1H-pyrazole-4-carboxamide NC1=NC=CC2=C1CC[C@H]2NC(=O)C=2C=NN(C2)CC=2C(=NC(=CC2)N2CC1C(C1C2)(F)F)C